C(CC1=CC=CC=C1)N1CCC(CC1)N(C(=O)C=1OC=CC1)C1=C(C=CC=C1)C N-(1-phenethylpiperidin-4-yl)-N-(o-tolyl)furan-2-carboxamide